N-(4-methoxybenzyl)-N-methyl-3-(2-methyl-5-nitropyridin-3-yl)-1,6-naphthyridin-7-amine COC1=CC=C(CN(C2=NC=C3C=C(C=NC3=C2)C=2C(=NC=C(C2)[N+](=O)[O-])C)C)C=C1